dibenzyl-xylylenediamine C(C1=CC=CC=C1)NCC=1C(=CC=CC1)CNCC1=CC=CC=C1